CC(CNCCCCCCCCCN)C(C)C N-(2,3-dimethylbutyl)nonane-1,9-diamine